C(C1=CC=CC=C1)C1=NN(C(=C1)C1=CC2=C(N=C(S2)NC(C(C)C)=O)C=C1)CC1=CC=C(C(=O)NO)C=C1 4-{[3-benzyl-5-(2-isobutyrylaminobenzo[d]thiazol-6-yl)-1H-pyrazol-1-yl]methyl}-N-hydroxybenzoamide